CC(C(CCC)=O)=O 2,3-hex-anedione